ClC1=CC=CC=2C(=C(OC21)C)CCNC2=CC(=NC=N2)C2=CC(=C(C(=O)O)C=C2)OCC 4-{6-[2-(7-Chloro-2-methyl-benzofuran-3-yl)-ethylamino]-pyrimidin-4-yl}-2-ethoxybenzoic acid